[C@H]12CC(C[C@H](CC1)N2)N(C(C2=CC(=C(C=C2)C2C(C2)C2=CC(=NC1=CC=CC=C21)C)Cl)=O)C N-((1R,3s,5S)-8-azabicyclo[3.2.1]oct-3-yl)-3-chloro-N-methyl-4-(2-(2-methylquinolin-4-yl)cyclopropyl)benzamide